BrC(C)C=1SC=C(N1)C(F)(F)F 2-(1-bromoethyl)-4-(trifluoromethyl)thiazole